N-(6-(4,4-difluoropiperidin-1-yl)-4-methyl-5-oxo-4,5-dihydropyrazin-2-yl)-4-iodo-2-(6-azaspiro[2.5]oct-6-yl)benzamide perfluorophenyl-6-(2-bromoacetamido)hexanoate FC(C(=O)O)(C(C(C(C(NC(C(Br)(F)F)=O)(F)F)(F)F)(F)F)(F)F)C1=C(C(=C(C(=C1F)F)F)F)F.FC1(CCN(CC1)C=1C(N(C=C(N1)NC(C1=C(C=C(C=C1)I)N1CCC2(CC2)CC1)=O)C)=O)F